FC1=C(C=CC=C1)NC(=O)NC1CN(C(C1C)=O)C1=CC=CC=C1 1-(2-fluorophenyl)-3-(4-methyl-5-oxo-1-phenylpyrrolidin-3-yl)urea